N-cyclohexyl-2-imidazolidone C1(CCCCC1)N1C(NCC1)=O